1-((R)-7-((3R,4S)-4-(2-chlorophenyl)-6,6-dimethyltetrahydro-2H-pyran-3-carbonyl)-5,5-difluoro-6-methyl-2,7-diazaspiro[3.5]nonan-2-yl)prop-2-en-1-one ClC1=C(C=CC=C1)[C@@H]1[C@H](COC(C1)(C)C)C(=O)N1[C@@H](C(C2(CN(C2)C(C=C)=O)CC1)(F)F)C